N-((1-acetyl-5-(bis(4-methoxybenzyl)amino)-6-methyl-1H-pyrrolo[3,2-b]pyridin-2-yl)methyl)acetamide C(C)(=O)N1C(=CC2=NC(=C(C=C21)C)N(CC2=CC=C(C=C2)OC)CC2=CC=C(C=C2)OC)CNC(C)=O